FC1=C(OC2=NC=CC(=N2)C)C=CC(=C1)B1OC(C(O1)(C)C)(C)C 2-(2-fluoro-4-(4,4,5,5-tetramethyl-1,3,2-dioxaborolan-2-yl)phenoxy)-4-methylpyrimidine